methyl 3-fluoro-4-((2-hydroxy-3-oxocyclohepta-1,4,6-trien-1-yl)oxy)benzoate FC=1C=C(C(=O)OC)C=CC1OC1=C(C(C=CC=C1)=O)O